C(C)(C)(C)OC(=O)N1C(C2=C(C=C(C=C2C1=O)Br)C=COCC)(C)C 5-bromo-7-(2-ethoxyvinyl)-1,1-dimethyl-3-oxoisoindoline-2-carboxylic acid tert-butyl ester